2,7-dimethyl-2,4,6-octatriene-1,8-diol CC(CO)=CC=CC=C(CO)C